CC(C=O)C1=CC=C(C=C1)C(C)C alpha-methyl-4-(1-methylethyl)benzene-acetaldehyde